(3R)-3-(hydroxymethyl)hexanoic acid OC[C@@H](CC(=O)O)CCC